6-bromo-3,4-difluoro-2-methylaniline BrC1=CC(=C(C(=C1N)C)F)F